2-(trifluoromethyl)phenothiazine FC(C1=CC=2NC3=CC=CC=C3SC2C=C1)(F)F